6-fluoro-N-(4-fluoro-1-methyl-3-(trifluoromethyl)-1H-pyrazol-5-yl)nicotinamide FC1=NC=C(C(=O)NC2=C(C(=NN2C)C(F)(F)F)F)C=C1